O1CCN(CC1)C=1OC=2C(=NC(=C(C2)NC(=O)C=2N=C(OC2)N2C[C@H](CC2)NC(OC(C)(C)C)=O)N2CCCCC2)N1 tert-butyl (S)-(1-(4-((2-morpholino-5-(piperidin-1-yl)oxazolo[4,5-b]pyridin-6-yl)carbamoyl)oxazol-2-yl)pyrrolidin-3-yl)carbamate